OC1(CC(C1)C(=O)N1CC2(C1)CC(C2)CC2=C(C=CC(=C2)C)C(F)(F)F)C ((1s,3s)-3-hydroxy-3-methylcyclobutyl)(6-(5-methyl-2-(trifluoromethyl)benzyl)-2-azaspiro[3.3]hept-2-yl)methanone